4'-(tert-butyl)-[1,1'-biphenyl] C(C)(C)(C)C1=CC=C(C=C1)C1=CC=CC=C1